The molecule is a macrolide that is isolated from the marine tunicate Eudistoma cf. rigida and exhibits potent in vitro cytotoxic activity. It has a role as a marine metabolite and an antineoplastic agent. It is a macrolide, an ether and a member of formamides. It derives from a L-serine. C[C@@H]\\1/C=C/C(=C/[C@H](C/C=C/C(=C\\CC[C@@H](/C=C/C=C/[C@@H]([C@H](OC(=O)/C=C1)/C(=C/C=C(\\C)/CNC(=O)[C@H](CO)NC=O)/C)C)OC)/C)OC)/C